OC(=O)C(F)(F)F.BrC1=CC(=C(CCN2CCC(CC2)OC2CCN(CC2)C(=O)OC(C)(C)C)C(=C1)OC)OC tert-butyl 4-((1-(4-bromo-2,6-dimethoxyphenethyl)piperidin-4-yl)oxy)piperidine-1-carboxylate TFA salt